8-cyano-10,10-dimethyl-9-oxo-1-oxa-4-azaspiro[5.5]undec-7-en-4-ium chloride [Cl-].C(#N)C1=CC2(C[NH2+]CCO2)CC(C1=O)(C)C